1,2-bis(3,4-dicarboxyphenylcarbonyloxy)ethane Butyl-4-(5-((S)-1-(((S)-tert-butylsulfinyl)amino)-1-(4-fluorophenyl)ethyl)pyrimidin-2-yl)piperazine-1-carboxylate C(CCC)OC(=O)N1CCN(CC1)C1=NC=C(C=N1)[C@](C)(C1=CC=C(C=C1)F)N[S@@](=O)C(C)(C)C.C(=O)(O)C=1C=C(C=CC1C(=O)O)C(=O)OCCOC(=O)C1=CC(=C(C=C1)C(=O)O)C(=O)O